(R)-5-fluoro-3-methyl-1-((1R,2S)-1-methyl-5-(pyridin-2-yl)-2,3-dihydro-1H-indene-2-carbonyl)indoline-6-sulfonamide FC=1C=C2[C@H](CN(C2=CC1S(=O)(=O)N)C(=O)[C@@H]1[C@H](C2=CC=C(C=C2C1)C1=NC=CC=C1)C)C